1-(bromo-methyl)-1-methyl-cyclobutane BrCC1(CCC1)C